((6-(difluoromethoxy)-2-(4''-((3,3-dimethylazetidin-1-yl)methyl)-3''-fluoro-2,2'-dimethyl-[1,1':3',1''-terphenyl]-3-yl)benzo[d]oxazol-5-yl)methyl)-L-proline FC(OC1=CC2=C(N=C(O2)C=2C(=C(C=CC2)C2=C(C(=CC=C2)C2=CC(=C(C=C2)CN2CC(C2)(C)C)F)C)C)C=C1CN1[C@@H](CCC1)C(=O)O)F